(1S,3S)-3-((2-cyclopropyl-6-(5-((((2,2-difluoropropyl)(methyl)aminocarbonyl)oxy)methyl)-1-Methyl-1H-1,2,3-triazol-4-yl)pyridin-3-yl)oxy)cyclohexane-1-carboxylic acid C1(CC1)C1=NC(=CC=C1O[C@@H]1C[C@H](CCC1)C(=O)O)C=1N=NN(C1COC(=O)N(C)CC(C)(F)F)C